5-[3-(1-ethyl-3,5-dimethyl-pyrazol-4-yl)pyrazolo[1,5-a]pyridin-5-yl]furan-3-carboxylic acid C(C)N1N=C(C(=C1C)C=1C=NN2C1C=C(C=C2)C2=CC(=CO2)C(=O)O)C